lithium diisobutyl dithiophosphate P(=S)(SCC(C)C)(OCC(C)C)[O-].[Li+]